ClC1=CC=2N(C=C1)C(=CN2)C2=CC=C(C=C2)NC(=O)C=2OC(=CC2)[N+](=O)[O-] N-(4-(7-chloroimidazo[1,2-a]pyridin-3-yl)phenyl)-5-nitrofuran-2-carboxamide